3-(2,6-dimethylpyridin-3-yl)-N-(1-(4-nitrophenyl)cyclobutyl)propionamide CC1=NC(=CC=C1CCC(=O)NC1(CCC1)C1=CC=C(C=C1)[N+](=O)[O-])C